(6-((4-(((1-methylpiperidin-4-yl)oxy)methyl)benzyl)amino)isoquinolin-3-yl)carbamic acid tert-butyl ester C(C)(C)(C)OC(NC=1N=CC2=CC=C(C=C2C1)NCC1=CC=C(C=C1)COC1CCN(CC1)C)=O